ClC=1C=NC(=C2C(C=C(N(C12)C1=C(C=CC=C1Cl)Cl)CO)=O)NCCOCCOCCOCCO 8-chloro-1-(2,6-dichlorophenyl)-5-((2-(2-(2-(2-hydroxy-ethoxy)ethoxy)ethoxy)ethyl)amino)-2-(hydroxymethyl)-1,6-naphthyridin-4(1H)-one